4-(4-(4-Methylpiperazin-1-yl)-3-nitrophenyl)thiazol-2-amine CN1CCN(CC1)C1=C(C=C(C=C1)C=1N=C(SC1)N)[N+](=O)[O-]